4-methyl-3-[4-(3-pyridinyl)triazol-1-yl]benzoic acid CC1=C(C=C(C(=O)O)C=C1)N1N=NC(=C1)C=1C=NC=CC1